(4'-((1S,4s)-4-(tert-butyl)cyclohexyl)-2-fluoro-[1,1'-biphenyl]-3-sulfonylamino)-3-methoxybenzoic acid C(C)(C)(C)C1CCC(CC1)C1=CC=C(C=C1)C1=C(C(=CC=C1)S(=O)(=O)NC1=C(C(=O)O)C=CC=C1OC)F